(R,E)-4-(3H-[1,2,3]triazolo[4,5-b]pyridin-3-yl)-N-(2-(3-((tert-butyldimethylsilyl)oxy)prop-1-en-1-yl)thieno[3,2-c]pyridin-4-yl)-2-fluoro-N-(piperidin-3-yl)benzamide N1=NN(C2=NC=CC=C21)C2=CC(=C(C(=O)N([C@H]1CNCCC1)C1=NC=CC3=C1C=C(S3)\C=C\CO[Si](C)(C)C(C)(C)C)C=C2)F